C1(CCCCC1)C(=O)OC1=C(C=C2CC(N3C(C2=C1)=CC(C(=C3)C(=O)O)=O)C(C)C)OCCCOC 10-((cyclohexanecarbonyl)oxy)-6-isopropyl-9-(3-methoxypropoxy)-2-oxo-6,7-dihydro-2H-pyrido[2,1-a]isoquinoline-3-carboxylic acid